(R)-5-amino-N-((R)-1-(5-cyclopropyl-3-fluoropyridin-2-yl)ethyl)-N,6-dimethyl-6,8-dihydro-1H-furo[3,4-d]pyrrolo[3,2-b]pyridine-2-carboxamide NC1=C2C(=C3C(=N1)C=C(N3)C(=O)N(C)[C@H](C)C3=NC=C(C=C3F)C3CC3)CO[C@@H]2C